3-benzyl-2-chloro-5-((2S,3S,4R,5R,6R)-3,4,5-tris(benzyloxy)-6-((benzyloxy)methyl)tetrahydro-2H-pyran-2-yl)phenol C(C1=CC=CC=C1)C=1C(=C(C=C(C1)[C@@H]1O[C@@H]([C@H]([C@@H]([C@H]1OCC1=CC=CC=C1)OCC1=CC=CC=C1)OCC1=CC=CC=C1)COCC1=CC=CC=C1)O)Cl